2-(1-(4-((tert-butyldimethylsilyl)oxy)butyl)-piperidin-4-yl)-3-hydroxypropyl palmitate C(CCCCCCCCCCCCCCC)(=O)OCC(CO)C1CCN(CC1)CCCCO[Si](C)(C)C(C)(C)C